(2S)-3-[(tert-butyldimethylsilyl)oxy]-2-[1-oxo-6-(4,4,5,5-tetramethyl-1,3,2-dioxaborolan-2-yl)-2,3-dihydro-1H-isoindol-2-yl]propanoic acid methyl ester COC([C@H](CO[Si](C)(C)C(C)(C)C)N1C(C2=CC(=CC=C2C1)B1OC(C(O1)(C)C)(C)C)=O)=O